azidobiotinamide (1R,3S)-3-(3-((3-(methylamino)-1,2,4-triazin-5-yl)amino)-1H-pyrazol-5-yl)cyclopentyl-(1-methylcyclopropyl)carbamate CNC=1N=NC=C(N1)NC1=NNC(=C1)[C@@H]1C[C@@H](CC1)N(C(O)=O)C1(CC1)C.N(=[N+]=[N-])C(C(=O)N)CCC[C@@H]1SC[C@@H]2NC(=O)N[C@H]12